4-(aminomethyl)-1-methyl-2-pyrrolidone NCC1CC(N(C1)C)=O